C12CN(CC(CC1)N2)C(=O)C=2C=C(CC1=NNC(C3=CC=C(C=C13)OC1CCC1)=O)C=CC2F 4-(3-(3,8-diazabicyclo[3.2.1]octane-3-carbonyl)-4-fluorobenzyl)-6-cyclobutoxyphthalazin-1(2H)-one